hydrogen (methyl 5-((6-amino-2-(2-hydroxyethoxy)-8-methoxy-9H-purin-9-yl) methyl)-2-fluorobenzyl) phosphonate P(O)(OC(C1=C(C=CC(=C1)CN1C2=NC(=NC(=C2N=C1OC)N)OCCO)F)C)=O